(2,2'-dimethyl-[1,1'-biphenyl]-3,3'-diyl)bis(5-formyl-4-methoxy-2-pyridineamide) CC1=C(C=CC=C1C=1C(=NC=C(C1OC)C=O)C(=O)N)C1=C(C(=CC=C1)C=1C(=NC=C(C1OC)C=O)C(=O)N)C